4-(6-Fluoro-1-methyl-2-oxo-1,2-dihydroquinolin-4-yl)piperazine-1-carboxylic acid tert-butyl ester C(C)(C)(C)OC(=O)N1CCN(CC1)C1=CC(N(C2=CC=C(C=C12)F)C)=O